7-(4-bromophenyl)-8,9,10,11-tetrahydro-3H-pyrrolo[3,2-a]phenanthridine BrC1=CC=C(C=C1)C1=NC2=CC=C3C(=C2C=2CCCCC12)C=CN3